2-Amino-7-fluoro-3-methylquinoline-6-carboxylic acid chloride NC1=NC2=CC(=C(C=C2C=C1C)C(=O)Cl)F